Dibenzofuranyl(diphenyltriazinyl)terbenzene C1(=CC=CC=2OC3=C(C21)C=CC=C3)C=3C(=C(C=CC3)C=3C(=CC=CC3)C3=CC=CC=C3)C3=NN=NC(=C3C3=CC=CC=C3)C3=CC=CC=C3